CC1=C(OC(C(=O)O)(C)C)C(=CC=C1)C 2,6-dimethylphenoxy-2-methylpropionic Acid